C(C)(C)N1N=NC2=C1C=CC(=C2)C2=NC(=NO2)C2=CC(=CC=C2)OC 5-(1-isopropyl-1H-benzo[d][1,2,3]triazol-5-yl)-3-(3-methoxy-phenyl)-1,2,4-oxadiazole